trans-N-(8-chloro-6-((S)-4-methyl-2-oxooxazolidin-3-yl)isoquinolin-3-yl)-2-cyanocyclopropanecarboxamide ClC=1C=C(C=C2C=C(N=CC12)NC(=O)[C@H]1[C@@H](C1)C#N)N1C(OC[C@@H]1C)=O